(3R,4S)-3-cyclopropyl-1-(6-(1-(difluoromethyl)-1H-pyrazol-4-yl)-3-fluoropyrazolo[1,5-a]pyridin-4-yl)-4-methyl-2-oxopyrrolidine-3-carbonitrile C1(CC1)[C@]1(C(N(C[C@H]1C)C=1C=2N(C=C(C1)C=1C=NN(C1)C(F)F)N=CC2F)=O)C#N